C1(=CC=CC=C1)C(C)NC1=NC(=CC=C1[N+](=O)[O-])S(=O)(=O)C N-(1-phenylethyl)-6-methylsulfonyl-3-nitropyridin-2-amine